bis(1,2,2,6,6-pentamethyl-4-piperidinyl) n-butyl-3,5-di-tert-butyl-4-hydroxybenzylmalonate C(CCC)C(C(=O)OC1CC(N(C(C1)(C)C)C)(C)C)(C(=O)OC1CC(N(C(C1)(C)C)C)(C)C)CC1=CC(=C(C(=C1)C(C)(C)C)O)C(C)(C)C